4-fluoro-3-({trans-3-[(5S)-3-oxo-5-(pyrazin-2-yl)-6,7-dihydro-3H-pyrrolo[2,1-c][1,2,4]triazol-2(5H)-yl]cyclobutyl}oxy)benzonitrile FC1=C(C=C(C#N)C=C1)O[C@@H]1C[C@H](C1)N1N=C2N(C1=O)[C@@H](CC2)C2=NC=CN=C2